Dioleylethylendiamid C(CCCCCCC\C=C/CCCCCCCC)[N-]CC[N-]CCCCCCCC\C=C/CCCCCCCC